2-(2-(2-(4-(6-(8-(benzo[d]thiazol-2-ylcarbamoyl)-3,4-dihydroisoquinolin-2(1H)-yl)-2-(tert-butoxycarbonyl)pyridin-3-yl)-3-methylphenoxy)ethyl)-7-azaspiro[3.5]nonan-7-yl)acetic acid S1C(=NC2=C1C=CC=C2)NC(=O)C=2C=CC=C1CCN(CC21)C2=CC=C(C(=N2)C(=O)OC(C)(C)C)C2=C(C=C(OCCC1CC3(C1)CCN(CC3)CC(=O)O)C=C2)C